chloro-5'-methyl-6'-oxo-5',6'-dihydrospiro[piperidine-4,7'-pyrrolo[3,2-d]pyrimidine]-1-carboxylic acid tert-butyl ester C(C)(C)(C)OC(=O)N1CCC2(C(N(C3=C2N=C(N=C3)Cl)C)=O)CC1